N-(2-tert-Butyl-1H-benzimidazol-5-yl)-2-(5-chloro-2-hydroxy-phenyl)acetamide C(C)(C)(C)C1=NC2=C(N1)C=CC(=C2)NC(CC2=C(C=CC(=C2)Cl)O)=O